N-(3-bromo-5-chloro-2-fluorophenyl)-N-((2-(trimethylsilyl)ethoxy)methyl)propane-1-sulfonamide BrC=1C(=C(C=C(C1)Cl)N(S(=O)(=O)CCC)COCC[Si](C)(C)C)F